CN1N=NC2=C1C=CC(=C2C)C(CC(=O)OCC)C=2C=C(C1=C(C=CS1)C2)C=O ethyl 3-(1,4-dimethyl-1H-benzotriazol-5-yl)-3-(7-formyl-1-benzothiophen-5-yl)propanoate